Lauroyl-Methyl-Isethionat C(CCCCCCCCCCC)(=O)C(S(=O)(=O)[O-])(CO)C